(R)-N-((3-CHLORO-5-CYANO-4-(((2R,3S)-4-(DIMETHYLAMINO)-1-((4-FLUOROPHENYL)THIO)-3-METHOXYBUTAN-2-YL)AMINO)PHENYL)SULFONYL)-2-METHYLTETRAHYDRO-2H-PYRAN-2-CARBOXAMIDE ClC=1C=C(C=C(C1N[C@@H](CSC1=CC=C(C=C1)F)[C@H](CN(C)C)OC)C#N)S(=O)(=O)NC(=O)[C@@]1(OCCCC1)C